C(=O)(OC(C)(C)C)N([C@@H](CCCCN)C(=O)O)C(=O)OCC1=CC=CC=C1 N-Boc-N-CBZ-L-lysine